C(C1=CC=CC=C1)N1C(C2=CC(=CC=C2CC1)Br)(C)C 2-benzyl-7-bromo-1,1-dimethyl-3,4-dihydroisoquinoline